N2-(4-((3S,4R)-3-amino-4-methylpiperidin-1-yl)-5-(1-(difluoromethyl)-1H-pyrazol-4-yl)pyridin-2-yl)-6-(2,4-difluoro-6-methoxyphenyl)pyridin-2,5-diamine N[C@@H]1CN(CC[C@H]1C)C1=CC(=NC=C1C=1C=NN(C1)C(F)F)NC1=NC(=C(C=C1)N)C1=C(C=C(C=C1OC)F)F